C(CCCCC)(N1C2=NCCCN2CCC1)N1C2=NCCCN2CCC1 7,7'-hexylidene-bis-1,5,7-triazabicyclo[4.4.0]dec-5-ene